C(C)ONC1=CC=CC(=C1)C=1SC=CN1 Ethoxy-5-(1,3-thiazol-2-yl)aniline